({[(2R,3S,4R,5R)-5-{2-chloro-6-[(cyclopent-3-en-1-yl)amino]-9H-purin-9-yl}-3,4-dihydroxyoxocyclopent-2-yl]methoxy}methyl)phosphonic acid ClC1=NC(=C2N=CN(C2=N1)[C@@H]1[C@H]([C@H]([C@H](C1=O)COCP(O)(O)=O)O)O)NC1CC=CC1